N=1C=C(N2C1C=NC=C2)C2=CC=CC(=N2)N2CCN(CC2)C(C)=O 1-(4-(6-(imidazo[1,2-a]pyrazin-3-yl)pyridin-2-yl)piperazin-1-yl)ethan-1-one